FC1=C(C=CC=2C3=C(C(OC12)=O)OC(C3C)(C(F)(F)F)C)F 6,7-difluoro-1,2-dimethyl-2-(trifluoromethyl)-1,2-dihydro-4H-furo[2,3-c]chromen-4-one